6-bromo-7-chloro-3-(ethylsulfonyl)imidazo[1,2-a]pyridine BrC=1C(=CC=2N(C1)C(=CN2)S(=O)(=O)CC)Cl